COC(=O)[C@H]1N(CC(C1)=O)C(=O)OC(C)(C)C (S)-4-oxopyrrolidine-1,2-dicarboxylic acid 1-tert-butyl ester 2-methyl ester